FC=1C=C2C(=C(C(N(C2=NC1C1=C(C=CC=C1OC)F)C1=NC=CN=C1C(C)C)=O)[N+](=O)[O-])N1[C@H](CN([C@@H](C1)C)C(=O)OC(C)(C)C)C(=O)OC (tert-butyl) 3-methyl (3R,6R)-4-(6-fluoro-7-(2-fluoro-6-methoxyphenyl)-1-(3-isopropylpyrazin-2-yl)-3-nitro-2-oxo-1,2-dihydro-1,8-naphthyridin-4-yl)-6-methylpiperazine-1,3-dicarboxylate